C(C)(C)NC1=C2C(=NC=C1C(=O)NCCC=1C=NC=CC1)SC(=C2)C2=CNC(C=C2)=O 4-(isopropylamino)-2-(6-oxo-1,6-dihydropyridin-3-yl)-N-(2-(pyridin-3-yl)ethyl)thieno[2,3-b]pyridine-5-carboxamide